(2S,5R)-5-ethyl-4-((4-fluorophenyl)(5-(trifluoromethyl)pyridin-2-yl)methyl)-2-methylpiperazine-1-carboxylic acid tert-butyl ester C(C)(C)(C)OC(=O)N1[C@H](CN([C@@H](C1)CC)C(C1=NC=C(C=C1)C(F)(F)F)C1=CC=C(C=C1)F)C